CC(C)C[O-].CC(C)C[O-].C(C)C(C(=O)[O-])C(CCC)=O.C(C)C(C(=O)[O-])C(CCC)=O.[Ti+4] titanium (IV) bis(ethyl-3-oxo-hexanoate) diisobutoxide